(S)-2-cyano-4-(2-(4-fluorobenzamido)-3-phenylpropionamido)benzene-1-sulfonyl chloride C(#N)C1=C(C=CC(=C1)NC([C@H](CC1=CC=CC=C1)NC(C1=CC=C(C=C1)F)=O)=O)S(=O)(=O)Cl